C(C1=CC=CC=C1)N1C2N(C(C=3C=CC=CC13)=O)CCC1=C2NC2=CC=CC=C21 14-benzyl-8,13,13b,14-tetrahydroindolo[2',3':3,4]pyrido[2,1-b]quinazolin-5(7H)-one